2-(4-cyclopropyl-6-methoxypyrimidin-5-yl)-N6-methyl-N4-(4-(1-methyl-4-(trifluoromethyl)-1H-imidazol-2-yl)benzyl)-5,6,7,8-tetrahydro-quinazoline-4,6-diamine C1(CC1)C1=NC=NC(=C1C1=NC=2CCC(CC2C(=N1)NCC1=CC=C(C=C1)C=1N(C=C(N1)C(F)(F)F)C)NC)OC